C(C)(C)(C)OC(CC[C@@H](C(=O)N)N1C(C2=CC=C(C=C2C1)C1=NC(=C(C=C1C1CC1)C#N)N)=O)=O.COC=1C(=CC=C2C=C(C=NC12)CN1CC(NCC1)=O)[N+](=O)[O-] 4-((8-methoxy-7-nitroquinolin-3-yl)methyl)piperazin-2-one Tert-butyl-(S)-5-amino-4-(5-(6-amino-5-cyano-3-cyclopropylpyridin-2-yl)-1-oxoisoindolin-2-yl)-5-oxopentanoate